tert-butyl 4-((6-((5-fluoro-4-(4-fluoro-1-isopropyl-2-methyl-1H-benzo[d]imidazol-6-yl)pyrimidin-2-yl)amino)pyridin-3-yl)methyl)piperazine-1-carboxylate FC=1C(=NC(=NC1)NC1=CC=C(C=N1)CN1CCN(CC1)C(=O)OC(C)(C)C)C=1C=C(C2=C(N(C(=N2)C)C(C)C)C1)F